OC1=C(C=C(C=C1C(C)(C)C)C(C(=O)OCCCCCC(C)C)C)C(C)(C)C isooctyl 4-hydroxy-3,5-di-tert-butylphenylpropionate